CN1N=C(C=C1C)CC(=O)N1C(CC(C1)F)C(=O)NC(C1=CC=C(C=C1)C(C)C)C1=CC=CC=C1 1-[2-(1,5-dimethyl-1H-pyrazol-3-yl)acetyl]-4-fluoro-N-{phenyl-[4-(propan-2-yl)phenyl]methyl}pyrrolidine-2-carboxamide